C(C)(C)(C)C1=CC(=NO1)N1C(C(=C(C1=O)OC)C)O 1-(5-tertbutylisoxazol-3-yl)-2-hydroxy-4-methoxy-3-methyl-2H-pyrrol-5-one